IC1=CN=C2N1C(=CC=C2)C 3-iodo-5-methylimidazo[1,2-a]pyridine